ClC=1C=C(C#N)C=C(C1)C[C@H](C)N1[C@@H](C[C@@H](C1)COC1=CC=C(C=C1)S(=O)(=O)C)C 3-chloro-5-[(2S)-2-[(2R,4S)-4-[(4-methanesulfonylphenoxy)methyl]-2-methylpyrrolidin-1-yl]propyl]benzonitrile